[N+](=O)([O-])C=1NC=CC1 nitropyrrole